((R)-2-(2-Chloro-4-fluorophenyl)piperidin-1-yl)-4-fluoro-N-((R,E)-4-(methylsulfonyl)but-3-en-2-yl)nicotinamide ClC1=C(C=CC(=C1)F)[C@@H]1N(CCCC1)C1=C(C(=O)N[C@H](C)\C=C\S(=O)(=O)C)C(=CC=N1)F